N=1C=NN2C1C(=CC=C2)B(O)O [1,2,4]triazolo[1,5-a]pyridin-8-ylboronic acid